CCCC.[K] potassium butan